2,6-Dimethoxy-4-((2-methyl-[1,1'-biphenyl]-3-yl)methoxy)benzaldehyde COC1=C(C=O)C(=CC(=C1)OCC=1C(=C(C=CC1)C1=CC=CC=C1)C)OC